[Cl-].C(C)[NH+]1CCN(CC1)C1=NC=C(C=C1NS(=O)(=O)CC1=CC=CC=C1)C(=O)N1CCC(CC1)C1=CC=C(C=C1)OC=1N=NC(=CC1)C(F)(F)F 1-ethyl-4-(3-((phenylmethyl)sulfonamido)-5-(4-(4-((6-(trifluoromethyl)pyridazin-3-yl)oxy)phenyl)piperidine-1-carbonyl)pyridin-2-yl)piperazin-1-ium chloride